CCCCCCCCCF fluorononane